ClC=1C=CC=C2C(C=C(OC12)C1=C(OCC(C(=O)O)(C)C)C=C(C=C1)OC(F)(F)F)=O 3-[2-(8-chloro-4-oxo-chromen-2-yl)-5-(trifluoromethoxy)phenoxy]-2,2-dimethyl-propanoic acid